C(C)(C)(C)OC(=O)NC(N1[C@@H]([C@H](CC1)O)C1=NC(=NO1)C1=CC(=C(C=C1)OCCCCCCCC)C(F)(F)F)=NC(OC(C)(C)C)=O tert-butyl (((tert-butoxycarbonyl)amino)((2S,3S)-3-hydroxy-2-(3-(4-(octyloxy)-3-(trifluoromethyl)phenyl)-1,2,4-oxadiazol-5-yl)pyrrolidin-1-yl)methylene)carbamate